O1CC(C1)N1CCN(C2CC12)C1=C(C=NC=C1)N 4-(5-(oxetan-3-yl)-2,5-diazabicyclo[4.1.0]heptan-2-yl)pyridin-3-amine